(2R)-[(tert-butoxycarbonyl)amino](2-chlorophenyl)ethanoic acid C(C)(C)(C)OC(=O)N[C@@H](C(=O)O)C1=C(C=CC=C1)Cl